FCC1(COC1)N[C@H]1C[C@H](NCC1)C1=CC=CC=C1 (2S,4R)-N-(3-(fluoromethyl)oxetan-3-yl)-2-phenylpiperidin-4-amine